1-(tetrahydro-2H-pyran-4-yl)piperazine O1CCC(CC1)N1CCNCC1